benzyl 4-(cyclopropylmethylamino)-piperidine-1-carboxylate C1(CC1)CNC1CCN(CC1)C(=O)OCC1=CC=CC=C1